(S)-3-(((TERT-BUTYLDIPHENYL SILYL)OXY)METHYL)PENT-4-EN-1-YL METHANESULFONATE CS(=O)(=O)OCC[C@@H](C=C)CO[Si](C1=CC=CC=C1)(C1=CC=CC=C1)C(C)(C)C